6-chloro-4-[(3R,4R)-4-(4-chloro-2-methyl-anilino)-3-methyl-1-piperidinyl]-1-methyl-2-oxo-1,5-naphthyridine-3-carbonitrile ClC=1N=C2C(=C(C(N(C2=CC1)C)=O)C#N)N1C[C@H]([C@@H](CC1)NC1=C(C=C(C=C1)Cl)C)C